Bicyclo[2.2.1]heptan-1-yl((2S,5S)-9-chloro-2,3-dihydro-2,5-methanopyrido[3,4-f][1,4]oxazepin-4(5H)-yl)methanone C12(CCC(CC1)C2)C(=O)N2C[C@H]1OC3=C([C@@H]2C1)C=NC=C3Cl